C1(=CC=C(C=C1)N(C=1C=C(C=C(C1)N(C1=CC=CC=C1)C=1C=CC2=C(SC3=C2C=CC=C3)C1)C1=CC=CC=C1)C1=CC=CC=C1)C1=CC=CC=C1 N3-([1,1'-biphenyl]-4-yl)-N5-(dibenzo[b,d]thiophen-3-yl)-N3,N5-diphenyl-[1,1'-biphenyl]-3,5-diamine